C[Si](CCOCN1C=C(C2=C1N=CN=C2)C(=O)O)(C)C 7-((2-(trimethylsilyl)ethoxy)methyl)-7H-pyrrolo[2,3-d]pyrimidine-5-carboxylic acid